5-(ethylthio)-1,3,4-thiadiazol C(C)SC1=NN=CS1